C(C)(=O)OC[C@@H]([C@H](CC)C(=O)N1C(=NCC1)NC1=C(C=C(C=C1Cl)N)Cl)CC1=CN=CN1C (2R,3S)-3-(2-((4-amino-2,6-dichlorophenyl)amino)-4,5-dihydro-1H-imidazole-1-carbonyl)-2-((1-methyl-1H-imidazol-5-yl)methyl)pentyl acetate